(E)-N-(4-((4-([1,2,4]triazolo[1,5-c]pyrimidin-7-yloxy)-3-methylphenyl)amino)-5-(((R)-3,3-difluoro-1-methylpiperidin-4-yl)oxy)quinazolin-6-yl)-3-((R)-1-methylpyrrolidin-2-yl)acrylamide N=1C=NN2C=NC(=CC21)OC2=C(C=C(C=C2)NC2=NC=NC1=CC=C(C(=C21)O[C@H]2C(CN(CC2)C)(F)F)NC(\C=C\[C@@H]2N(CCC2)C)=O)C